N-(3-(1,1-difluoropropyl)phenyl)-3-methyl-5-oxo-1-(1-(phenylsulfonyl)-1H-indol-6-yl)-4,5-dihydro-1H-pyrazole-4-carboxamide FC(CC)(F)C=1C=C(C=CC1)NC(=O)C1C(=NN(C1=O)C1=CC=C2C=CN(C2=C1)S(=O)(=O)C1=CC=CC=C1)C